3-((4-carbamoyl-2,6-difluorophenoxy)methyl)-4-chloro-7-cyanobenzo[b]thiophene-2-carboxylic acid ethyl ester C(C)OC(=O)C1=C(C2=C(S1)C(=CC=C2Cl)C#N)COC2=C(C=C(C=C2F)C(N)=O)F